1-(4-(6-chloro-8-fluoro-7-(5-methyl-1H-indazol-4-yl)-2-(1-methyl-1H-pyrazol-4-yloxy)quinazolin-4-yl)piperazin-1-yl)prop-2-en-1-one ClC=1C=C2C(=NC(=NC2=C(C1C1=C2C=NNC2=CC=C1C)F)OC=1C=NN(C1)C)N1CCN(CC1)C(C=C)=O